Methyl-3beta-(4-chlorophenyl)tropane C[C@]12C[C@H](C[C@H](CC1)N2C)C2=CC=C(C=C2)Cl